COC1=C(C=C(C(=O)Cl)C=C1OC([2H])([2H])[2H])OC([2H])([2H])[2H] 4-methoxy-3,5-bis(trideuteromethoxy)benzoyl chloride